2-cyclohexyl-5-(3,4,5-trifluorostyryl)-1,3-benzenediol C1(CCCCC1)C1=C(C=C(C=C1O)C=CC1=CC(=C(C(=C1)F)F)F)O